C(C)(C)(C)OC(=O)N1CC(=CCC1)C1=CC=NC=C1 5,6-dihydro-[3,4'-bipyridine]-1(2H)-carboxylic acid tert-butyl ester